C(C)(C)(CC)OO Tertiary Amyl Hydroperoxide